NC[C@H](CC1=CC(=C(C=C1F)O)F)N(C)C (S)-4-(3-amino-2-(dimethylamino)propyl)-2,5-difluorophenol